Cl.N[C@H](C(=O)OC)CCCC (S)-methyl 2-amino-2-butylacetate hydrochloride